4-MethacryloyloxyBenzophenone C(C(=C)C)(=O)OC1=CC=C(C(=O)C2=CC=CC=C2)C=C1